(S)-1-[2-(Isoxazolo[5,4-c]pyridine-3-yl)phenyl]-2-(pyridin-2-yl)ethan-1-amine O1N=C(C=2C1=CN=CC2)C2=C(C=CC=C2)[C@H](CC2=NC=CC=C2)N